2-(4-(4,4,5,5-tetramethyl-1,3,2-dioxaborolan-2-yl)phenyl)-4,4-dimethyloxazoline CC1(OB(OC1(C)C)C1=CC=C(C=C1)C=1OCC(N1)(C)C)C